(1s,4s)-4-(8-(2-chloro-4,6-difluorophenylamino)-2-(tetrahydro-2H-pyran-4-ylamino)-9H-purin-9-yl)-1-methylcyclohexanecarboxamide ClC1=C(C(=CC(=C1)F)F)NC=1N(C2=NC(=NC=C2N1)NC1CCOCC1)C1CCC(CC1)(C(=O)N)C